(R)-5-(4,4-difluoropiperidin-3-yl)pyridin-2(1H)-one FC1([C@@H](CNCC1)C=1C=CC(NC1)=O)F